NC=1C(=CC(=C(OC=2C(=NC(=NC2)N)N)C1)C(C)C)OC 5-(5-Amino-2-isopropyl-4-methoxy-phenoxy)-pyrimidine-2,4-diamine